NC1=CC=C(C=C1)C1S(CCC1)(=O)=O 2-(4-aminophenyl)tetrahydrothiophene 1,1-dioxide